CC1=CC=C(CNC(=O)C2=CC(=NC3=CC=CC=C23)C=2OC(=CC2)C)C=C1 N-(4-methylbenzyl)-2-(5-methylfuran-2-yl)quinoline-4-carboxamide